CN1C=2N(CC[C@@H](C1=O)NC(C1=NC=CC(=C1)OC1=CC=CC=C1)=O)N=CC2 (S)-N-(4-methyl-5-oxo-5,6,7,8-tetrahydro-4H-pyrazolo[1,5-a][1,3]diazepin-6-yl)-4-phenoxypicolinamide